CN1C2=C(NC(=O)NC2=O)NC1=O 7-methylurate